(4-(4-(4-((2,6-dioxa-8-azaspiro[3.5]non-7-en-7-yl)amino)-2,6-difluorophenoxy)-1H-pyrrolo[2,3-b]pyridin-3-yl)phenyl)(2-oxa-6-azaspiro[3.3]hept-6-yl)methanone C1OCC12COC(=NC2)NC2=CC(=C(OC1=C3C(=NC=C1)NC=C3C3=CC=C(C=C3)C(=O)N3CC1(COC1)C3)C(=C2)F)F